4-(morpholinomethyl)-N2-(piperidin-3-yl)-N6-(5-(trifluoromethyl)thiazol-2-yl)pyridin-2,6-diamine O1CCN(CC1)CC1=CC(=NC(=C1)NC=1SC(=CN1)C(F)(F)F)NC1CNCCC1